C(#N)C1=C(OC2=C(C1=C)C=CC=C2)C#N dicyano-methylene-4H-benzopyran